C(C)(C)(C)OC(=O)C1=C(NC(C)C=2C=C(C=C3C(C(=C(OC23)C=2N(C3=CC=CC=C3C2)C(=O)OC(C)(C)C)C)=O)C)C=CC=C1 tert-Butyl 2-[8-[1-(2-tert-butoxycarbonylanilino)ethyl]-3,6-dimethyl-4-oxo-chromen-2-yl]indole-1-carboxylate